o-pyrocatecholic acid C1(O)C(O)(C=CC=C1)C(=O)O